Spirostan-3-ol C[C@H]1[C@H]2[C@H](C[C@H]3[C@@H]4CCC5CC(CC[C@]5(C)[C@H]4CC[C@]23C)O)O[C@]12CCC(C)CO2